C(#N)C1=CN=C(N1)C(=O)NC=1C(=NC(=CC1)N1CC(NC(C1)(C)C)(C)C)C1=CCC(CC1)(C)C 5-Cyano-N-[2-(4,4-dimethylcyclohexen-1-yl)-6-(3,3,5,5-tetramethylpiperazin-1-yl)-3-pyridyl]-1H-imidazole-2-carboxamide